O1CCN(CC1)CC(=O)N[C@H](C(=O)NC(C(=O)N)CC(C)C)CCC1=CC=CC=C1 2-((S)-2-(2-morpholinoacetamido)-4-phenylbutanamido)-4-methylpentanamide